2-methoxycarbonylbenzenediazonium COC(=O)C1=C(C=CC=C1)[N+]#N